O=C(CCCC1=NNC(C2=CC=CC=C12)=O)N1CCN(CC1)C1=NC=C(N=C1)C(F)(F)F 4-(4-oxo-4-(4-(5-(trifluoromethyl)pyrazin-2-yl)piperazin-1-yl)butyl)phthalazin-1(2H)-one